OC[C@H]1C=CCC1 (1S,4R)-4-(hydroxymethyl)-2-cyclopenten